methyl (S)-2-((5-(4-((4-cyano-2-fluorobenzyl)oxy)pyrimidin-2-yl)-3,4,5,6-tetrahydropyrrolo[3,4-c]pyrrol-2(1H)-yl)methyl)-1-(oxetan-2-ylmethyl)-1H-benzo[d]imidazole-6-carboxylate C(#N)C1=CC(=C(COC2=NC(=NC=C2)N2CC3=C(C2)CN(C3)CC3=NC2=C(N3C[C@H]3OCC3)C=C(C=C2)C(=O)OC)C=C1)F